(S)-2-((3-cyanopyrazin-2-yl)amino)-4-((3-fluoropropyl)(4-(5,6,7,8-tetrahydro-1,8-naphthyridin-2-yl)butyl)amino)butanoic acid C(#N)C=1C(=NC=CN1)N[C@H](C(=O)O)CCN(CCCCC1=NC=2NCCCC2C=C1)CCCF